FC(=C(C(C(C(C(C(C(C(F)(F)F)(F)F)(F)F)(F)F)(F)F)(F)F)(F)F)F)F perfluoro-1-nonene